N,N-diethyl-3-oxo-butanamide C(C)N(C(CC(C)=O)=O)CC